O[C@H](C=O)[C@@H]([C@@H](CO)O)O (2s,3r,4r)-2,3,4,5-tetrahydroxyvaleraldehyde